1-methyl-2-oxa-3-azabicyclo[3.1.0]Hex-3-ene CC12ON=CC2C1